3-(1-methyl-1H-pyrrolo[2,3-b]pyridin-5-yl)-N-(4-((methylamino)methyl)phenyl)pyrazolo[1,5-a]pyridine-5-carboxamide CN1C=CC=2C1=NC=C(C2)C=2C=NN1C2C=C(C=C1)C(=O)NC1=CC=C(C=C1)CNC